FC=1C=C2C(=CNC2=CC1)CCNC(C)C N-[2-(5-fluoro-1H-indol-3-yl)ethyl]propane-2-amine